2-{4-[(4-methyl-4-azaspiro[2.5]octan-7-yl)amino]pyrido[3,4-d]pyridazin-1-yl}-5-(trifluoromethyl)phenol CN1C2(CC2)CC(CC1)NC=1N=NC(=C2C1C=NC=C2)C2=C(C=C(C=C2)C(F)(F)F)O